N1C=C(C=2C1=NC=CC2)C=2SC=C(N2)C=2C=C(C=CC2)C2=CC=C1C(=N2)[C@@H](CC1)O (R,S)-(3-(2-(1H-pyrrolo[2,3-b]pyridin-3-yl)thiazol-4-yl)phenyl)-6,7-dihydro-5H-cyclopenta[b]pyridin-7-ol